4-Amino-1-(2-chlorophenyl)-7-cyclopropyl-2-oxo-1,2-dihydroquinazoline-6-carbonitrile NC1=NC(N(C2=CC(=C(C=C12)C#N)C1CC1)C1=C(C=CC=C1)Cl)=O